2-((3S,4R)-3-amino-4-fluoropyrrolidin-1-yl)-N-(6-fluoroquinolin-8-yl)thiazole-4-carboxamide N[C@H]1CN(C[C@H]1F)C=1SC=C(N1)C(=O)NC=1C=C(C=C2C=CC=NC12)F